bis(3,4-dicarboxyphenyl)-methane C(=O)(O)C=1C=C(C=CC1C(=O)O)CC1=CC(=C(C=C1)C(=O)O)C(=O)O